C(=O)C1=CC(=C(C=C1OC)C1CN(CCC1)C(=O)OC(C)(C)C)OC tert-Butyl 3-(4-formyl-2,5-dimethoxyphenyl)piperidine-1-carboxylate